C(N)(OCC(COC(N)=O)(C)C)=O 2,2-dimethylpropane-1,3-diyl dicarbamate